OCCC=1SC2=C(N(C=3C(NN=CC32)=O)C)N1 2-(2-hydroxyethyl)-4-methyl-4,6-dihydro-5H-thiazolo[5',4':4,5]pyrrolo[2,3-d]pyridazin-5-one